(5S,8R)-8-[(1S)-2,2-difluoro-7-(4-fluoropyridin-3-yl)-1-hydroxy-2,3-dihydro-1H-inden-4-yl]-3,5-difluoro-5,6,7,8-tetrahydronaphthalene-1-carbonitrile FC1([C@H](C2=C(C=CC(=C2C1)[C@H]1CC[C@@H](C=2C=C(C=C(C12)C#N)F)F)C=1C=NC=CC1F)O)F